C(C)O[C@@H](C=O)[C@H](O)[C@H](O)CO O-ethyl-ribose